t-butyl-sulfonic Acid C(C)(C)(C)S(=O)(=O)O